C(#N)C1=CC(=CC=2C=C(OC21)C=2SC(=C(N2)C)C(=O)O)OC(C)C 2-(7-cyano-5-isopropoxybenzofuran-2-yl)-4-methylthiazole-5-carboxylic acid